ClC=1C=CC(=C(CNC2CCC(CC2)N)C1)OCCOC (1s,4s)-N1-(5-chloro-2-(2-methoxyethoxy)benzyl)cyclohexane-1,4-diamine